C(C)(C)(C)OC(=O)N1C[C@H](CC1)OS(=O)(=O)C(F)(F)F.BrC=1C=NN(C1C)C1CN(C1)[C@H]1CN(CC1)C(=O)OC(C)(C)C tert-Butyl (3R)-3-[3-(4-bromo-5-methylpyrazol-1-yl)azetidin-1-yl]pyrrolidine-1-carboxylate tert-Butyl-(3S)-3-(trifluoromethanesulfonyloxy)pyrrolidine-1-carboxylate